aminoindeno(1,2,3-cd)pyrene NC1=CC=2C=CC=C3C=C4C5=C(C=CC1=C5C32)C3=CC=CC=C34